COC=1C=C(N)C=CC1C1=CN=CO1 3-methoxy-4-(1,3-oxazol-5-yl)aniline